CSC1=NC=CC(=N1)OC1CCN(CC1)C(=O)OC(C)(C)C tert-Butyl 4-((2-(methylthio)pyrimidin-4-yl)oxy)piperidine-1-carboxylate